C(#N)C=1C=NC2=C(C=CC=C2C1NCC1=CC=C(CP(O)(O)=O)C=C1)OC (4-(((3-cyano-8-methoxyquinolin-4-yl)amino)methyl)benzyl)phosphonic Acid